O=C1C=2CCCNC2C2=C(N1)C=C(C=C2)CN2CCN(CC2)C2=NC=C(C#N)C=C2 6-{4-[(5-oxo-1,2,3,4,5,6-hexahydrobenzo[h][1,6]naphthyridin-8-yl)methyl]piperazin-1-yl}nicotinonitrile